C1(=CC=CC=C1)[C@@H]([C@@H]1CNC2=C(N1)N=CC=C2)NC[C@H](C)C=2C=C(C=CC2)CC(=O)O |&1:19| 2-(3-((R and S)-1-(((S)-phenyl((S)-1,2,3,4-tetrahydropyrido[2,3-b]pyrazin-3-yl)methyl)amino)propan-2-yl)phenyl)acetic acid